5-(4-(2-(1-(5-(5-(difluoromethyl)-5H-pyrido[4,3-b]indol-7-yl)-3-fluoropyridin-2-yl)-4-hydroxypiperidin-4-yl)ethyl)piperazin-1-yl)-2-(2,6-dioxopiperidin-3-yl)isoindoline-1,3-dione FC(N1C2=C(C=3C=CC(=CC13)C=1C=C(C(=NC1)N1CCC(CC1)(O)CCN1CCN(CC1)C=1C=C3C(N(C(C3=CC1)=O)C1C(NC(CC1)=O)=O)=O)F)C=NC=C2)F